C(C)SC1=NN2C(N=CC=C2C(=O)OCC)=C1C=1N=NC(=CC1)OCC(C(F)(F)F)(F)F ethyl 2-(ethylthio)-3-(6-(2,2,3,3,3-pentafluoropropoxy)pyridazin-3-yl)pyrazolo[1,5-a]pyrimidine-7-carboxylate